C(C)(C)(C)OC(=O)NC1=C(C=C(C=C1)N)F (4-((t-butoxycarbonyl)amino)-3-fluorophenyl)ammonia